FC(OC1=C(C(=CC=C1)F)N1N=C2C(=CC1=O)NN=C2C2=CC=C(C=C2)N2CCN(CC2)C)F 5-(2-(difluoromethoxy)-6-fluorophenyl)-3-(4-(4-methylpiperazin-1-yl)phenyl)-1H-pyrazolo[4,3-c]pyridazin-6(5H)-one